C(C)N1[C@H]([C@H](CCC1)C1=CC=2C(=NC=C(C2NC=2C=CC3=C(N=CS3)C2F)F)S1)C N-(2-((2S,3S)-1-ethyl-2-methylpiperidin-3-yl)-5-fluorothieno[2,3-b]pyridin-4-yl)-4-fluorobenzo[d]thiazol-5-amine